trimethyl-thiophene camphorsulfonate C12(C(=O)CC(CC1)C2(C)C)CS(=O)(=O)O.CC=2C(=C(SC2)C)C